2-{3-[(2,2-Difluorocyclopropyl)methoxy][1,4'-bipiperidin]-1'-yl}-N-[(3,5-difluoropyridin-2-yl)methyl]-1,3-thiazole-5-carboxamide FC1(C(C1)COC1CN(CCC1)C1CCN(CC1)C=1SC(=CN1)C(=O)NCC1=NC=C(C=C1F)F)F